6-(8-(benzo[d]thiazol-2-ylcarbamoyl)-3,4-dihydroisoquinolin-2(1H)-yl)-3-(1-(4-fluoro-3-nitrobenzyl)-1H-pyrazol-4-yl)picolinic acid tert-butyl ester C(C)(C)(C)OC(C1=NC(=CC=C1C=1C=NN(C1)CC1=CC(=C(C=C1)F)[N+](=O)[O-])N1CC2=C(C=CC=C2CC1)C(NC=1SC2=C(N1)C=CC=C2)=O)=O